acetylene format C(=O)O.C#C